sodium acryloyl-dimethyl-taurine C(C=C)(=O)C(N(C)C)CS(=O)(=O)O.[Na]